1-((4-fluorophenyl)(methyl)carbamoyl)azetidin-3-yl (1-(4-(2,6-dioxopiperidin-3-yl)-3,5-difluorophenyl)azetidin-3-yl)carbamate O=C1NC(CCC1C1=C(C=C(C=C1F)N1CC(C1)NC(OC1CN(C1)C(N(C)C1=CC=C(C=C1)F)=O)=O)F)=O